OCCNC(=O)C=1C(=NN2C1N=CC=C2)C 2-methyl-pyrazolo[1,5-a]Pyrimidine-3-carboxylic acid (2-hydroxy-ethyl)-amide